4-(2-((2-CHLOROQUINOLIN-4-YL)AMINO)ETHYL)BENZENESULFONAMID ClC1=NC2=CC=CC=C2C(=C1)NCCC1=CC=C(C=C1)S(=O)(=O)N